4-[(2,3-dihydro-1H-inden-5-yl)oxy]-3-(6,7-dihydro-5H-pyrrolo[1,2-a]imidazol-2-yl)-N-methylbenzene-1-sulfonamide C1CCC2=CC(=CC=C12)OC1=C(C=C(C=C1)S(=O)(=O)NC)C=1N=C2N(C1)CCC2